BrC1=CC=C(C=C1)C(C)(C)C=1N=C(SC1)NC(=O)NCC1=CC(=CC=C1)N1CCNCC1 1-(4-(2-(4-bromophenyl)propan-2-yl)thiazol-2-yl)-3-(3-(piperazin-1-yl)benzyl)urea